COC1=C(C=CC=C1)C1=CC=2C(=CN=C(C2)NC(=O)NCCN2CCOCC2)N1C 1-(2-(2-methoxyphenyl)-1-methyl-1H-pyrrolo[2,3-c]pyridin-5-yl)-3-(2-morpholinoethyl)urea